CN1C=C(C=C1)CN 1-(1-methyl-1H-pyrrol-3-yl)methanamine